[Si](C)(C)(C(C)(C)C)OC1CC(N(CC1)CCNC(OCC1=CC=CC=C1)=O)=O Benzyl (2-(4-((tert-butyldimethylsilyl)oxy)-2-oxopiperidin-1-yl)ethyl)carbamate